Bis(4-tert-Butyldimethylsilanyloxy-benzyl)cyclohexane-1,2-diamine [Si](C)(C)(C(C)(C)C)OC1=CC=C(CC2(C(CCCC2)(N)CC2=CC=C(C=C2)O[Si](C)(C)C(C)(C)C)N)C=C1